(N,N-diethylaminomethyl)diethoxyvinylsilane C(C)N(CC)C[SiH2]C=C(OCC)OCC